O1CC(C1)N1C2CN(CC1CC2)C=2C=1N(N=CC2)C=C(C1)C1=CN=NC=C1 4-[8-(oxetan-3-yl)-3,8-diazabicyclo[3.2.1]oct-3-yl]-6-pyridazin-4-ylpyrrolo[1,2-b]pyridazine